N-(5-amino-2-((2-(dimethylamino)ethyl)(ethyl)amino)-3-fluorophenyl)acetamide NC=1C=C(C(=C(C1)NC(C)=O)N(CC)CCN(C)C)F